8'-chloro-1'-[trans-4-(trifluoromethyl)cyclohexyl]-4'H,6'H-spiro[[1,3]dioxane-2,5'-[1,2,4]triazolo[4,3-a][1]benzazepine] ClC=1C=CC2=C(CC3(CC=4N2C(=NN4)[C@@H]4CC[C@H](CC4)C(F)(F)F)OCCCO3)C1